isopropyl 2-((5-amino-4-(3,4-dimethylpiperazin-1-yl)-2-methoxyphenyl)amino)-4-(3,3-dimethyl-5-(prop-1-yn-1-yl)-2,3-dihydro-1H-pyrrolo[3,2-b]pyridin-1-yl)pyrimidine-5-carboxylate NC=1C(=CC(=C(C1)NC1=NC=C(C(=N1)N1CC(C2=NC(=CC=C21)C#CC)(C)C)C(=O)OC(C)C)OC)N2CC(N(CC2)C)C